O=C1NC(CC[C@@H]1N1C(C2=CC=C(C=C2C1=O)N1CC(C1)OC1CCN(CC1)C(C1=CC(=C(C=C1)NCC1=CC=C(C=C1)C(F)(F)F)C=1N=CN(C1)C)=O)=O)=O (S)-2-(2,6-Dioxopiperidin-3-yl)-5-(3-((1-(3-(1-methyl-1H-imidazol-4-yl)-4-((4-(trifluoromethyl)benzyl)amino)benzoyl)piperidin-4-yl)oxy)azetidin-1-yl)isoindoline-1,3-dione